5-(4-(trifluoromethyl)phenoxy)-2-(1-(vinylsulfonyl)azetidin-3-yl)-1,2,3,4-tetrahydroisoquinoline FC(C1=CC=C(OC2=C3CCN(CC3=CC=C2)C2CN(C2)S(=O)(=O)C=C)C=C1)(F)F